CC=1C(=NNC1)N1CCCCC1 methyl-piperidinyl-pyrazole